Br/C=1/C(=O)OC(\C1)=O bromomaleic acid anhydride